1-{3-[4-(4-aminopiperidin-1-yl)-3-(3-fluoro-5-methylphenyl)quinolin-6-yl]-6-methylpyridin-2-yl}-3-methoxyurea NC1CCN(CC1)C1=C(C=NC2=CC=C(C=C12)C=1C(=NC(=CC1)C)NC(=O)NOC)C1=CC(=CC(=C1)C)F